NC1=C(C(=NN1C1(CC1)C)C1=CC=C(C=C1)C(C(=O)NC1=CC(=NO1)C12CC(C1)(C2)C(F)(F)F)C)C#N 2-[4-[5-amino-4-cyano-1-(1-methylcyclopropyl)pyrazol-3-yl]phenyl]-N-[3-[3-(trifluoromethyl)bicyclo[1.1.1]pentan-1-yl]-1,2-oxazol-5-yl]propanamide